acetoacetic acid tertiary butyl ester C(C)(C)(C)OC(CC(=O)C)=O